5-bromo-3,3-dimethyl-2,3-dihydro-1H-inden-1-amine hydrochloride Cl.BrC=1C=C2C(CC(C2=CC1)N)(C)C